m-trifluoromethylacetophenone FC(C=1C=C(C=CC1)C(C)=O)(F)F